2-[4-(2-Amino-[1,2,4]triazolo[1,5-a]pyridin-7-yl)pyrazol-1-yl]-N-(4-cyclopropyl-2-fluorophenyl)acetamide NC1=NN2C(C=C(C=C2)C=2C=NN(C2)CC(=O)NC2=C(C=C(C=C2)C2CC2)F)=N1